N[C@@H](C(=O)N1CC=2N=C(N=C(C2C1)N1CCOCC1)N/N=C/C1=CC(=CC=C1)C)CCCCN (2R)-2,6-Diamino-1-[2-{(2E)-2-[(3-methylphenyl)methylidene]hydrazinyl}-4-(morpholin-4-yl)-5,7-dihydro-6H-pyrrolo[3,4-d]pyrimidin-6-yl]hexan-1-one